(4-nitrophenyl)(p-tolyl)methanol Ethyl-(2-amino-6-((4-(thiophen-2-yl)benzyl)amino)pyridin-3-yl)carbamate C(C)N(C(=O)OC(C1=CC=C(C=C1)C)C1=CC=C(C=C1)[N+](=O)[O-])C=1C(=NC(=CC1)NCC1=CC=C(C=C1)C=1SC=CC1)N